C(C)C(=O)NCC 1,N-diethylformamide